C1(CCCC1)CCNC1=NC(=NC=C1C(=O)N)NC=1C=NN(C1)C 4-[(2-cyclopentylethyl)amino]-2-[(1-methyl-1H-pyrazol-4-yl)amino]pyrimidin-5-carboxamide